(1-(3-(ethylthio)naphthalene-1-yl)cyclopropyl)-2-methylbenzamide C(C)SC=1C=C(C2=CC=CC=C2C1)C1(CC1)C=1C(=C(C(=O)N)C=CC1)C